O1C2(OCC1)C1CCCC(CC2)C1 spiro[bicyclo[3.3.1]nonane-2,2'-[1,3]dioxolan]